OCC(CC)NS(=O)(=O)C1=CC(=CC=C1)C(=O)N1CC2(C3=CC(=CC=C13)NS(=O)(=O)C)CCC1(CC2)CC1 N-(1-hydroxybutan-2-yl)-3-(5''-(methylsulfonamido)dispiro[cyclopropane-1,1'-cyclohexane-4',3''-indoline]-1''-carbonyl)benzenesulfonamide